O=C1C(N(CCN1)C1CC2(C1)CCN(CC2)C(=O)OC(C)(C)C)C2=C(C=CC=C2)C(=C)C tert-butyl 2-(3-oxo-2-(2-(prop-1-en-2-yl) phenyl) piperazin-1-yl)-7-azaspiro[3.5]nonane-7-carboxylate